CC(C)(C)OC(=O)C1=NC=CN1 Boc-imidazole